(S)-tert-butyl 2-(6-(3-methyl-1H-pyrrolo[2,3-b]pyridin-5-yl)-2-((S)-Tetrahydrofuran-3-carbonyl)-1,2,3,4-tetrahydroisoquinolin-8-yl)pyrrolidine-1-carboxylate CC1=CNC2=NC=C(C=C21)C=2C=C1CCN(CC1=C(C2)[C@H]2N(CCC2)C(=O)OC(C)(C)C)C(=O)[C@@H]2COCC2